CC1=C(C=2C(=NC=CC2)N1S(=O)(=O)C1=CC=C(C)C=C1)B1OC(C(O1)(C)C)(C)C 2-methyl-3-(4,4,5,5-tetramethyl-1,3,2-dioxaborolan-2-yl)-1-tosyl-1H-pyrrolo[2,3-b]pyridine